BrC=1C(=NN(C1)C)N(C(=O)C=1C=NC=NC1)C N-(4-bromo-1-methyl-1H-pyrazol-3-yl)-N-methylpyrimidine-5-carboxamide